NC1=NC=C(C2=C1C(=NN2[C@@H]2CN(CC2)C(C=C)=O)C#CC2=C(C(=CC(=C2F)OC)OC)F)C=2N=NC=CC2 (S)-1-(3-(4-amino-3-((2,6-difluoro-3,5-dimethoxyphenyl)ethynyl)-7-(pyridazin-3-yl)-1H-pyrazolo[4,3-c]pyridin-1-yl)pyrrolidin-1-yl)prop-2-en-1-one